[Si](C1=CC=CC=C1)(C1=CC=CC=C1)(C(C)(C)C)OCC(CC1=C(N(C2=CC=C(C=C12)[C@@H]1[C@H](C1)B1OC(C(O1)(C)C)(C)C)CC)C=1C(=NC=CC1)[C@H](C)OC)(C)C 3-{3-[(tert-butyldiphenylsilyl)oxy]-2,2-dimethylpropyl}-1-ethyl-2-{2-[(1S)-1-methoxyethyl]pyridin-3-yl}-5-[(1S,2S)-2-(4,4,5,5-tetramethyl-1,3,2-dioxaborolan-2-yl)cyclopropyl]indole